C(#C)C1=CC(=NC(=C1)C(F)(F)F)C(F)(F)F 4-ethynyl-2,6-bis(trifluoromethyl)pyridine